N1(CCCC1)CCNC(CC)=O N-(2-pyrrolidin-1-ylethyl)propionamide